8-nitro-3,4-dihydro-2H-spiro[benzo[f][1,4]oxazepin-5,1'-cyclopropane] [N+](=O)([O-])C1=CC2=C(C=C1)C1(CC1)NCCO2